[O-]CC.[Zr+4].[O-]CC.[O-]CC.[O-]CC zirconium ethoxide